7-(3,4-difluorobenzyl)-3-(2-methylbenzyl)-2,3,6,7,8,9-hexahydroimidazo[1,2-a]pyrido[3,4-e]pyrimidin-5(1H)-one FC=1C=C(CN2CC=3C(N=C4N(C3CC2)CCN4CC4=C(C=CC=C4)C)=O)C=CC1F